(S)-2-hydroxy-3-((7-(5-methyl-1,2,4-oxadiazol-3-yl)isoquinolin-1-yl)amino)-N-(1-methyl-5-pentyl-1H-pyrazol-3-yl)propanamide O[C@H](C(=O)NC1=NN(C(=C1)CCCCC)C)CNC1=NC=CC2=CC=C(C=C12)C1=NOC(=N1)C